Z-allylamine C(C=C)N